(S)-2-(3-((5-methyl-1H-1,2,3-triazol-1-yl)(oxetan-3-yl)methyl)phenyl)-6-(((1-methylcyclobutyl)amino)methyl)-4-(trifluoromethyl)isoindolin-1-one CC1=CN=NN1[C@H](C=1C=C(C=CC1)N1C(C2=CC(=CC(=C2C1)C(F)(F)F)CNC1(CCC1)C)=O)C1COC1